1-(7-Fluoro-4-isoquinolyl)ethanol FC1=CC=C2C(=CN=CC2=C1)C(C)O